perfluorodecanoic acid ammonium [NH4+].FC(C(=O)O)(C(C(C(C(C(C(C(C(F)(F)F)(F)F)(F)F)(F)F)(F)F)(F)F)(F)F)(F)F)F